histidine hydrochloride monohydrate O.Cl.N[C@@H](CC1=CNC=N1)C(=O)O